COC=1C=C2C=CN(C2=CC1)CC1=CC=C(C=C1)C1=NOC(=N1)C(F)(F)F 3-[4-[(5-methoxyindol-1-yl)methyl]phenyl]-5-(trifluoromethyl)-1,2,4-oxadiazole